CC1=NN=C(O1)C1=CN=C(O1)OC1=CC=C(C=C1)C(C)(C)C1=CC=C(OC2CC(C2)NC(OC(C)(C)C)=O)C=C1 tert-butyl ((1r,3r)-3-(4-(2-(4-((5-(5-methyl-1,3,4-oxadiazol-2-yl)oxazol-2-yl)oxy)phenyl)propan-2-yl)phenoxy)cyclobutyl)carbamate